ethyl 2,4-dimethyl-1-(4-(trifluoromethyl) phenyl)-1H-imidazole-5-carboxylate CC=1N(C(=C(N1)C)C(=O)OCC)C1=CC=C(C=C1)C(F)(F)F